FC(OC1=C(C=C(C=C1)SC1COC1)C1=NN(C=C1NC(=O)C=1C=NN2C1N=CC=C2)CC(=O)N2CCC(CC2)CN2CCN(CC2)C(=O)OC)F methyl 4-[[1-[2-[3-[2-(difluoromethoxy)-5-(oxetan-3-ylsulfanyl)phenyl]-4-(pyrazolo[1,5-a]pyrimidine-3-carbonylamino)pyrazol-1-yl]acetyl]-4-piperidyl]methyl]piperazine-1-carboxylate